FC(CCC(C(=O)OCC(C)C)C(C(=O)OCC(C)C)C)(F)F diisobutyl 2-(3,3,3-trifluoropropyl)-3-methylsuccinate